[2H]C(N(CCC1=CNC2=CC=CC=C12)C([2H])([2H])[2H])([2H])[2H] N,N-di(trideuteromethyl)tryptamine